1-((2,6-difluoro-4-(4,4,5,5-tetramethyl-1,3,2-dioxaborolan-2-yl)phenyl)imino)tetrahydro-1H-1λ6-thiophene-1-oxide FC1=C(C(=CC(=C1)B1OC(C(O1)(C)C)(C)C)F)N=S1(CCCC1)=O